2,5-methanocyclopenta[b]furan O1C=2C3=CC1CC(=C3)C2